C(C)(C)(C)OC(=O)N1[C@@H](C[C@@H](C1)C1=C(C(=CC=C1O)Cl)Cl)CNCCC(=O)OC.N1C(=NCC1)C(C)C 2-(4,5-dihydroimidazolyl)propane tert-butyl-(2S,4R)-4-(2,3-dichloro-6-hydroxyphenyl)-2-[[(3-methoxy-3-oxopropyl)amino]methyl]pyrrolidine-1-carboxylate